4-bromobutyl 4,4-bis(oct-3-yn-1-yloxy)butanoate C(CC#CCCCC)OC(CCC(=O)OCCCCBr)OCCC#CCCCC